C(=CCCCCCCCCCCCCCCC)OC[C@@H](OO)CO 1-(10Z-heptadecenyl)-2-hydroxy-sn-glycerol